racemic-4-(hydroxymethyl)-4-methyl-8-(1H-pyrazol-4-yl)-1,5-dihydro-2H-pyrano[3,4-b]thieno[3,2-d]pyridin-6(4H)-one OC[C@@]1(OCCC2=C1NC(C1=C2C=C(S1)C=1C=NNC1)=O)C |r|